FC=1C=C(C=C(C1)C(F)(F)F)C(C)=O 1-[3-fluoro-5-(trifluoromethyl)phenyl]ethanone